ClC1=C(C=C(C=C1)C1=CC=C(O1)C=C1C(C2=C(S1)C=CC=C2)=O)C 2-[[5-(4-Chloro-3-methylphenyl)-2-furanyl]methylene]benzo[b]thiophen-3(2H)-one